(2-chloro-5-iodophenyl)(4-(2-cyclopropyloxyethoxy)phenyl)methanone vinyl-triflate C(=C)OS(=O)(=O)C(F)(F)F.ClC1=C(C=C(C=C1)I)C(=O)C1=CC=C(C=C1)OCCOC1CC1